O=C1C(=CN=CN1CC(=O)OC)C1=CC=CC=C1 methyl 2-(6-oxo-5-phenylpyrimidin-1(6H)-yl)acetate